(Ra)-6-(4-Chloro-1-((S)-1-(4-(6-ethoxypyridin-2-yl)phenyl)ethyl)-1H-indazol-7-carboxamido)spiro[3.3]heptan ClC1=C2C=NN(C2=C(C=C1)C(=O)NC1CC2(CCC2)C1)[C@@H](C)C1=CC=C(C=C1)C1=NC(=CC=C1)OCC